3β-acetoxy-5α-hydroxy-6β-[3-(4-aminobutylamino)-propylamino]campestane C(C)(=O)O[C@@H]1C[C@@]2([C@@H](C[C@H]3[C@@H]4CC[C@H]([C@@H](CC[C@H](C(C)C)C)C)[C@]4(CC[C@@H]3[C@]2(CC1)C)C)NCCCNCCCCN)O